(3R,5aS,6R,8aS,9R,10R,12R,12aR)-3,6,9-trimethyl-N-(propan-2-yl)decahydro-12H-3,12-epoxypyrano[4,3-j][1,2]benzodioxepin-10-carboxamide C[C@@]12OO[C@]34[C@@H](CC1)[C@@H](CC[C@H]3[C@H]([C@@H](O[C@@H]4O2)C(=O)NC(C)C)C)C